n-ethyl-4-(2-(pyridin-4-ylmethyl)-2H-tetrazol-5-yl)benzenesulfonamide C(C)NS(=O)(=O)C1=CC=C(C=C1)C=1N=NN(N1)CC1=CC=NC=C1